N-(3-diethylaminopropyl)methacrylamide C(C)N(CCCNC(C(=C)C)=O)CC